NC1=C2N=C(N(C2=NC=N1)CCCNS(=O)C(C)(C)C)SC1=CC2=C(OCO2)C=C1C#C 2-Methyl-propane-2-sulfinic acid {3-[6-amino-8-(6-ethynyl-benzo[1,3]dioxol-5-ylsulfanyl)-purin-9-yl]-propyl}-amide